(R)-N*1*-(2,4-Dimethoxy-benzyl)-6,7-dihydro-5H-[2]pyrindine-1,5-diamine COC1=C(CNC2=NC=CC=3[C@@H](CCC23)N)C=CC(=C1)OC